COC[C@H]1C[C@H](CN1)NC(=O)C=1OC(=CN1)C1=CC(=CC=C1)OC(F)(F)F N-((3r,5r)-5-(methoxymethyl)pyrrolidin-3-yl)-5-(3-(trifluoromethoxy)phenyl)oxazole-2-carboxamide